C(CCCC)C1=CC=CC(O1)=O 6-amyl-2-pyrone